1,3,2,4-dithiadiazole S1NSN=C1